3-((1S,3R)-3-((4-bromopyridin-3-yl)oxy)cyclopentyl)-1-(tert-butyl)-1H-pyrazol-5-amine BrC1=C(C=NC=C1)O[C@H]1C[C@H](CC1)C1=NN(C(=C1)N)C(C)(C)C